5-(6-chloropyrazin-2-yl)-N-(2-(2-(cyclopropanesulfonylamino)thiazol-4-yl)propan-2-yl)pyridinecarboxamide ClC1=CN=CC(=N1)C=1C=CC(=NC1)C(=O)NC(C)(C)C=1N=C(SC1)NS(=O)(=O)C1CC1